Pentadec-12-ene CCCCCCCCCCCC=CCC